(S)-N-Boc-2-ethylpiperazine C(=O)(OC(C)(C)C)N1[C@H](CNCC1)CC